CO[C@]1(C2=CC=C3[C@]4(CC[C@]5(CC[C@](C[C@H]5[C@@]4(CC[C@]3(C2=CC(C1=O)=O)C)C)(C(=O)OCC1=CC=CC=C1)C)C)C)C benzyl (2R,4aS,6aS,9S,12bR,14aS,14bR)-9-methoxy-2,4a,6a,9,12b,14a-hexamethyl-10,11-dioxo-1,2,3,4,4a,5,6,6a,9,10,11,12b,13,14,14a,14b-hexadecahydropicene-2-carboxylate